(R,E)-2-(2-((2-fluoroethoxy)methyl)-4-(5-(2-(2-(1-methyl-1H-pyrazol-4-yl)pyrimidin-5-yl)vinyl)pyrimidin-2-yl)piperazin-1-yl)-1,3,5-triazine FCCOC[C@@H]1N(CCN(C1)C1=NC=C(C=N1)\C=C\C=1C=NC(=NC1)C=1C=NN(C1)C)C1=NC=NC=N1